ClC=1C(=C(C=C(C1)F)[C@H](C)N)COC=1C=CC=C2C(=CC(=NC12)C)N1N=CC(=C1)F (S)-1-(3-chloro-5-fluoro-2-((4-(4-fluoro-1H-pyrazol-1-yl)-2-methylquinolin-8-yloxy)methyl)phenyl)ethylamine